ClC=1C=C2C(=C(C=NC2=CC1)C(=O)N1CCN(CC1)C(=O)N(C)C)C1=CC=C(C=C1)C1(CC1)C#N 4-(6-Chloro-4-(4-(1-cyanocyclopropyl)phenyl)quinoline-3-carbonyl)-N,N-dimethylpiperazine-1-carboxamide